N-(4-(1-(2-hydroxyethyl)-3-phenyl-1H-pyrazol-4-yl)-7-methoxyquinazolin-6-yl)bicyclo[1.1.1]pentane-1-carboxamide OCCN1N=C(C(=C1)C1=NC=NC2=CC(=C(C=C12)NC(=O)C12CC(C1)C2)OC)C2=CC=CC=C2